3-((3-mercapto-2-((2-mercaptoethyl)thio)propyl)thio)propane-1-thiol SCC(CSCCCS)SCCS